6-isopropoxy-N-(pyrazolo[1,5-a]pyridin-7-yl)-2-((tetrahydrofuran-3-yl)methyl)-2H-pyrazolo[3,4-b]pyridine-5-carboxamide C(C)(C)OC=1C(=CC=2C(N1)=NN(C2)CC2COCC2)C(=O)NC2=CC=CC=1N2N=CC1